CC1(OB(OC1(C)C)CC1=CC=C(C=C1)C=1N(C=C(N1)C(F)(F)F)C([2H])([2H])[2H])C 2-[4-[(4,4,5,5-tetramethyl-1,3,2-dioxaborolan-2-yl)methyl]phenyl]-1-(trideuteriomethyl)-4-(trifluoromethyl)imidazole